FC1=C(OC(C(=O)OCCOC2=C(C=C(C=C2)/C=C/C(=O)O)OC)(C)C)C=CC=C1 (E)-3-(4-(2-((2-(2-fluorophenoxy)-2-methylpropanoyl)oxy)ethoxy)-3-methoxyphenyl)acrylic acid